(S)-methyl 2-((4-(6-hydroxypyridin-2-yl)piperidin-1-yl)methyl)-1-(oxetan-2-ylmethyl)-1H-benzo[d]imidazole-6-carboxylate OC1=CC=CC(=N1)C1CCN(CC1)CC1=NC2=C(N1C[C@H]1OCC1)C=C(C=C2)C(=O)OC